C(CNC(=O)C1=CC=CC=C1)(=O)O.CC1(C(N(C2=CC=CC=C12)C1CCN(CC1)C([C@H](CCC1=CC=CC=C1)NC(=O)[C@H]1CNCCC1)=O)=O)C (R)-N-((S)-1-(4-(3,3-dimethyl-2-oxoindolin-1-yl)piperidin-1-yl)-1-oxo-4-phenylbutan-2-yl)piperidine-3-carboxamide hippuric acid salt